FC=1C=CC2=C(N(N=N2)S(=O)(=O)C(F)(F)F)C1 6-fluoro-1-(trifluoromethanesulfonyl)-1H-benzotriazole